5-[(diphenylmethylene)amino]-1-methylpyrrolo[2,3-c]pyridine C1(=CC=CC=C1)C(C1=CC=CC=C1)=NC=1C=C2C(=CN1)N(C=C2)C